BrC=1C=C2C(=NC1)[C@@H](C1=C(CC2)C=C(C=C1Br)Cl)C1CCN(CC1)C(CC1CCN(CC1)C(=O)N)=O 4-[2-[4-[(11R)-3,10-dibromo-8-chloro-6,11-dihydro-5H-benzo[5,6]cyclohepta[1,2-b]pyridin-11-yl]-1-piperidinyl]-2-oxoethyl]-1-piperidine-carboxamide